4-((5-(cyclobutylcarbamoyl)-3-(methylcarbamoyl)-2-oxopyridin-1(2H)-yl)methyl)-1H-benzo[d]imidazole-1-carboxylic acid tert-butyl ester C(C)(C)(C)OC(=O)N1C=NC2=C1C=CC=C2CN2C(C(=CC(=C2)C(NC2CCC2)=O)C(NC)=O)=O